1,1,1,3,3,3-hexafluoro-propan-2-yl (±)-1-((6-methylpyridazin-3-yl)carbamoyl)-6-azaspiro[2.5]octane-6-carboxylate CC1=CC=C(N=N1)NC(=O)[C@@H]1CC12CCN(CC2)C(=O)OC(C(F)(F)F)C(F)(F)F |r|